C1(=C(C=CC=C1)C1(C=2C=CC=CC2C=2C(=NC3=CC=CC=C3C21)C2=CC=C(C=C2)Cl)O)C2=CC=CC=C2 11-Biphenyl-2-yl-6-(4-chloro-phenyl)-11H-indeno[1,2-c]quinolin-11-ol